FC(CCCCCC(F)(F)F)(F)C(=O)C methyl pentafluoroheptyl ketone